NC1(CCN(CC1)C=1N=CC(=NC1)SC1=CC2=C(B(OC2)O)C(=C1)Cl)C 5-((5-(4-amino-4-methylpiperidin-1-yl)pyrazin-2-yl)thio)-7-chlorobenzo[c][1,2]oxaborol-1(3H)-ol